NC1=NNC2=CC=C(C(=C12)C1=C(C=C2C(=NC(=NC2=C1F)OCCN1CC(CC1)(F)F)N1C[C@H](N(C[C@@H]1C)C(C=C)=O)C)Cl)C 1-((2R,5S)-4-((S)-7-(3-amino-5-methyl-1H-indazol-4-yl)-6-chloro-2-(2-(3,3-difluoropyrrolidin-1-yl)ethoxy)-8-fluoroquinazolin-4-yl)-2,5-dimethylpiperazin-1-yl)prop-2-en-1-one